FC1=C2[C@H](NC=3C=CN4N=CC(C(NC[C@]5(OC2=C(C=C1F)C5)C)=O)=C4N3)C (3R,11S)-5,6-difluoro-3,11-dimethyl-10-oxa-2,13,17,18,21-pentaazapentacyclo[13.5.2.18,11.04,9.018,22]tricosa-1(21),4,6,8,15(22),16,19-heptaen-14-one